ethyl 7-chloro-4-oxo-1,4-dihydroquinoline-3-carboxylate ClC1=CC=C2C(C(=CNC2=C1)C(=O)OCC)=O